methyl 2-[1-(3-bromo-5-fluorophenyl)pyrazol-4-yl]acetate BrC=1C=C(C=C(C1)F)N1N=CC(=C1)CC(=O)OC